lead-zinc-antimony [Sb].[Zn].[Pb]